ClC=1C=C(C=CC1)N(S(=O)(=O)C1CCN(CC1)C(=O)OC(C)(C)C)CC1=CC=C(C=C1)C(=O)NN tert-butyl 4-(N-(3-chlorophenyl)-N-(4-(hydrazinecarbonyl)benzyl)sulfamoyl)piperidine-1-carboxylate